N[C@@H](C)C1=NC(=NN1C1=CC=C(C=N1)C#N)C(C)C 6-[5-[(1S)-1-aminoethyl]-3-isopropyl-1,2,4-triazol-1-yl]pyridine-3-carbonitrile